N=1C=C(N2C1N=CC=C2)C2=CC=C(C(=N2)OC)NC(=O)C=2C(=NOC2C)C2=CC=CC=C2 (6-(imidazo[1,2-a]pyrimidin-3-yl)-2-methoxypyridin-3-yl)-5-methyl-3-phenylisoxazole-4-carboxamide